8-methyl-2-(3-methyl-1-benzothien-2-yl)quinoline-4-carboxylic acid methyl ester COC(=O)C1=CC(=NC2=C(C=CC=C12)C)C=1SC2=C(C1C)C=CC=C2